(2R,3S,5R)-1-(2-chloro-6-fluorobenzoyl)-2-(4-(cyclopentylamino)phenyl)-N-(4-methyl-3-(trifluoromethyl)phenyl)-5-(trifluoromethyl)piperidine-3-carboxamide ClC1=C(C(=O)N2[C@H]([C@H](C[C@H](C2)C(F)(F)F)C(=O)NC2=CC(=C(C=C2)C)C(F)(F)F)C2=CC=C(C=C2)NC2CCCC2)C(=CC=C1)F